CNC1=C(C(=O)C2=CC=CC=C2)C=CC=C1 N-methyl-2-aminobenzophenone